rac-(7s,8r)-2-hydroxy-7,8-dimethyl-7,8-dihydro-5H-pyrano[4,3-b]pyridin-5-one OC1=CC=C2C(=N1)[C@H]([C@@H](OC2=O)C)C |r|